6-amino-9-[(4-bromophenyl)methyl]-N-ethyl-2-(ethylsulphonimidoyl)-N-methyl-8-oxo-purine-7-carboxamide NC1=C2N(C(N(C2=NC(=N1)S(=O)(=N)CC)CC1=CC=C(C=C1)Br)=O)C(=O)N(C)CC